CN1C=CC=C1C1=C(C=C(C=C1)C1=NNC(OC1)=O)C(F)(F)F 1-methyl-5-[4-(2-oxo-3,6-dihydro-2H-1,3,4-oxadiazin-5-yl)-2-(trifluoromethyl)phenyl]-1H-pyrrole